C1(CC1)C=1N=C(N(N1)C1=NC=NC(=C1)C(NC)=O)[C@H](C)NC(OC(C)(C)C)=O tert-Butyl N-[(1S)-1-[5-cyclopropyl-2-[6-(methylcarbamoyl)pyrimidin-4-yl]-1,2,4-triazol-3-yl]ethyl]carbamate